FC(C1=CC=C(C(=N1)OC)[C@H]1[C@@H](O[C@@]([C@@H]1C)(C(F)(F)F)C)C(=O)NC1=CC(=NC=C1)C(=O)N)F (2R,3S,4R,5S)-4-[[3-[6-(difluoromethyl)-2-methoxy-3-pyridinyl]-4,5-dimethyl-5-(trifluoromethyl)tetrahydrofuran-2-carbonyl]amino]pyridine-2-carboxamide